N1C(OCC12CCCCC2)=O 3-oxa-1-azaspiro[4.5]decan-2-one